N-[tris(hydroxy-methyl)-methyl]-glycine OCC(NCC(=O)O)(CO)CO